2-Bromo-4-(1,3-dioxolan-2-yl)-5-nitrophenol BrC1=C(C=C(C(=C1)C1OCCO1)[N+](=O)[O-])O